7-bromo-8-fluoro-6-iodo-quinazoline-2,4-diol BrC1=C(C=C2C(=NC(=NC2=C1F)O)O)I